3-(1-((3-chloro-6-(6-(dimethylphosphoryl)pyridin-3-yl)-7-fluoro-2-methyl-1,5-naphthyridin-4-yl)amino)-2,2-difluoroethyl)-4-fluorobenzonitrile ClC=1C(=NC2=CC(=C(N=C2C1NC(C(F)F)C=1C=C(C#N)C=CC1F)C=1C=NC(=CC1)P(=O)(C)C)F)C